N=1C=NN2C=NC(=CC21)OC2=C(C=C(C=C2)C2=NC1=CC=C(C(=C1C(=N2)N)N2C1CCN(C1C2)C)OC)C (4-([1,2,4]triazolo[1,5-c]pyrimidin-7-yloxy)-3-methylphenyl)-6-methoxy-5-(2-methyl-2,6-diazabicyclo[3.2.0]heptan-6-yl)quinazolin-4-amine